creatine carbonate sodium [Na+].C([O-])([O-])=O.O=C(O)CN(C)C(N)=N.[Na+]